2-chloro-1-(4-(2-(4-(3-fluorophenyl)-6,7-dihydrothieno[3,2-c]pyridin-5(4H)-yl)acetyl)-1,4-diazepan-1-yl)ethan-1-one ClCC(=O)N1CCN(CCC1)C(CN1C(C2=C(CC1)SC=C2)C2=CC(=CC=C2)F)=O